C(C)(=O)N[C@H](C(=O)NC)CS (R)-2-acetamido-3-mercapto-N-methylpropanamide